C(CCC)[N+](CCCC)(CCCC)CCCC.C(CCCCCCCCCCCCCCC)S(=O)(=O)[O-] hexadecylsulfonate, tetrabutylammonium salt